C(C(C)C)[N+]1(CCCCC1)C isobutylmethyl-piperidinium